[N+](=[N-])=CC(CC[C@@H](C(=O)OC(C)C)NC([C@H]([C@@H](CC)C)O)=O)=O isopropyl (S)-6-diazo-2-((2S,3R)-2-hydroxy-3-methylpentanamido)-5-oxohexanoate